OC1=NC2=C(C=CC=C2C(=C1C#N)O)OC1=C2C=NN(C2=CC=C1C)C1OCCCC1 2,4-dihydroxy-8-((5-methyl-1-(tetrahydro-2H-pyran-2-yl)-1H-indazol-4-yl)oxy)quinoline-3-carbonitrile